FC(COC(C(=O)Cl)=O)(F)F.O=C(C(=O)OCC(F)(F)F)N1[C@H](CC[C@@H](C1)C)C1=CC=CC=2CCOC21 |r| 2,2,2-Trifluoroethyl 2-oxo-2-[rac-(2R,5S)-2-(2,3-dihydrobenzofuran-7-yl)-5-methyl-1-piperidyl]acetate 2,2,2-Trifluoroethyl-2-chloro-2-oxo-acetate